C(#N)C[C@@H]1NCCNC1 2(S)-(cyanomethyl)piperazine